tert-butyl (R)-3-((S)-1-(tert-butoxy)-3-(3-((1,3-dioxoisoindolin-2-yl)methyl)-2-fluorophenyl)-1-oxopropan-2-yl)pyrrolidine-1-carboxylate C(C)(C)(C)OC([C@@H](CC1=C(C(=CC=C1)CN1C(C2=CC=CC=C2C1=O)=O)F)[C@@H]1CN(CC1)C(=O)OC(C)(C)C)=O